C[C@@H]1O[C@@H](CN(C1)C1=NC(=C2N1C1=CC(=CC=C1N=C2)C2=CC(=C(OCCCN(C)C)C=C2)F)C)C 3-(4-(1-((2s,6r)-2,6-dimethylmorpholino)-3-methylimidazo[1,5-a]quinoxalin-8-yl)-2-fluorophenoxy)-N,N-dimethylpropane-1-amine